O[C@@]1(C(N(CC1)C)=O)C1=CC(=NO1)C1=CC(=CC=C1)C1=NC(=NC=C1)NC=1C=NN2C1NCCC2 (R)-3-Hydroxy-1-methyl-3-(3-(3-(2-((4,5,6,7-tetrahydropyrazolo[1,5-a]pyrimidin-3-yl)amino)pyrimidin-4-yl)phenyl)isoxazol-5-yl)pyrrolidin-2-one